((3S,4S)-3-amino-4-fluoropyrrolidin-1-yl)(3,4-dichloro-5-fluoro-1H-indol-2-yl)methanone N[C@H]1CN(C[C@@H]1F)C(=O)C=1NC2=CC=C(C(=C2C1Cl)Cl)F